FC1=NC(=C2N=CN(C2=N1)C1OCCCC1)NC1=CC=C(C=C1C)O 2-fluoro-6-(4-hydroxy-6-methylanilino)-9-(tetrahydro-2H-pyran-2-yl)-9H-purine